C(C)OC(=O)C1CC2=C(C=CC(=C2C1)F)F 4,7-difluoroindan-2-carboxylic acid ethyl ester